C(CCCCC)OC1=CC=C(C=C1)[I+]C1=C(C=C(C=C1OC)OC)OC 4-hexyloxyphenyl-2,4,6-trimethoxyphenyliodonium